6-(3-(2-hydroxypropan-2-yl)pyrrolidin-1-yl)-2-methylpyrimidin OC(C)(C)C1CN(CC1)C1=CC=NC(=N1)C